C(#N)C=1C=C(C=CC1)C=1N=C(SC1C1=CC(=NC(=C1)C)C)NC(=O)N1CC2(C1)CC(NC2)=O N-[4-(3-Cyanophenyl)-5-(2,6-dimethyl-4-pyridyl)thiazol-2-yl]-6-oxo-2,7-diazaspiro[3.4]octan-2-carboxamid